(S)-2-(4-(4-(2-(3-chloro-4-cyanophenyl)-3-methyl-2,8-diazaspiro[4.5]dec-8-yl)benzoyl)piperazin-1-yl)acetic acid ClC=1C=C(C=CC1C#N)N1CC2(C[C@@H]1C)CCN(CC2)C2=CC=C(C(=O)N1CCN(CC1)CC(=O)O)C=C2